C1(CC1)C(=O)NC1=NC=CC(=C1)C1=CNC2=C(C=CC=C12)NC(=O)C1CCCCC1 N-(3-(2-(Cyclopropancarboxamido)pyridin-4-yl)-1H-indol-7-yl)cyclohexancarboxamid